4-bromo-N-(4-fluorophenethyl)pyridin-2-amine BrC1=CC(=NC=C1)NCCC1=CC=C(C=C1)F